2-methyl-N-((7-trifluoromethyl-4H-benzo[b]imidazo[1,5-d][1,4]oxazin-3-yl)methylene)propane-2-sulfinamide CC(C)(C)S(=O)N=CC=1N=CN2C3=C(OCC21)C=C(C=C3)C(F)(F)F